[Li].C(C)(C)(C)OC(=O)N([C@H]1CN(CC1)C=1N=CC(=NC1)C(=O)O)C (R)-5-(3-((tert-butoxycarbonyl)(methyl)amino)pyrrolidin-1-yl)pyrazine-2-carboxylic acid lithium